C(C)(=O)C=1C=C(C=C2C(C(=C(OC12)SCC)C)=O)C 8-acetyl-2-(ethylsulfanyl)-3,6-dimethyl-4H-chromen-4-one